C1(=CC=CC=C1)C1=CC=CC=2C3=C(SC21)C(=CC=C3)C=3C=C(C=CC3)C3=CC=C(C=C3)C3=NC(=NC(=N3)C3=CC=CC=C3)C3=CC=CC=C3 2-{3'-(6-phenyldibenzothiophene-4-yl)-1,1'-biphenyl-4-yl}-4,6-diphenyl-1,3,5-triazine